NC1=NC=C(C2=C1C(=NN2[C@@H]2CN(CC2)C(C=C)=O)C#CC2=CC(=C(C(=C2)OC)F)OC)Cl (S)-1-(3-(4-amino-7-chloro-3-((4-fluoro-3,5-dimethoxyphenyl)ethynyl)-1H-pyrazolo[4,3-c]pyridin-1-yl)pyrrolidin-1-yl)prop-2-en-1-one